(6-[[(benzyloxy)carbonyl]amino]-1-bromo-4-fluoro-5,6,7,8-tetrahydronaphthalen-2-yl)-3,8-diazabicyclo[3.2.1]octane-8-carboxylic acid tert-butyl ester C(C)(C)(C)OC(=O)N1C2(CNCC1CC2)C2=C(C=1CCC(CC1C(=C2)F)NC(=O)OCC2=CC=CC=C2)Br